aluminum zinc tin bismuth [Bi].[Sn].[Zn].[Al]